C(C=C)(=O)OCCC(C(CC)C)C 3,4,5-trimethyl-1-pentyl acrylate